C1(CC1)C=1NC(NN1)=O 5-cyclopropyl-2,4-dihydro-3H-1,2,4-triazol-3-one